ClC=1C=C(C=CC1F)NC1=NC=NC2=CC(=C(C=C12)NC(C=CCCN1CCCCC1)=O)OCC(F)F 5-Piperidin-1-yl-pent-2-enoic acid [4-(3-chloro-4-fluoro-phenylamino)-7-difluoroethoxy-quinazolin-6-yl]-amide